IC1=C(C=CC=C1)N(C(C(=C)C1=CC=CC=C1)=O)C N-(2-iodophenyl)-N-methyl-2-phenylacrylamide